butylimidazole bis(trifluoromethanesulfonimide) salt [N-](S(=O)(=O)C(F)(F)F)S(=O)(=O)C(F)(F)F.[N-](S(=O)(=O)C(F)(F)F)S(=O)(=O)C(F)(F)F.C(CCC)C=1NC=CN1